3,3-dichloro-2,2-difluoropropionic acid ClC(C(C(=O)O)(F)F)Cl